CC1=C(C(NC(=C1)C)=O)CNC(C1=C(C=CC(=C1)C1=CC2=C(N(C(N2C)=O)C2CCN(CC2)C)C=C1)C)=O N-((4,6-dimethyl-2-oxo-1,2-dihydropyridin-3-yl)methyl)-2-methyl-5-(3-methyl-1-(1-methylpiperidin-4-yl)-2-oxo-2,3-dihydro-1H-benzo[d]imidazol-5-yl)benzamide